ClC1=CC=C(C=N1)[C@@](C(=O)OC)([C@H](C1=CC=CC=C1)NC1=CC(=CC=C1)F)O methyl (2s,3s)-2-(6-chloropyridin-3-yl)-3-((3-fluorophenyl) amino)-2-hydroxy-3-phenylpropionate